BrC1=CC=C2C(=CC(NC2=C1)=O)O 7-bromo-4-hydroxyquinolin-2(1H)-one